C1(=C(C=CC=C1)C=1C(=C(C2=C(OC3=C2C=CC=C3)C1)C1=NN=NC(=C1C1=CC=CC=C1)C1=CC=CC=C1)C1=CC3=C(C2=C1C=CC=C2)C=CC=C3)C3=CC=CC=C3 (biphenylyl)dibenzoPhenyl(diphenyltriazinyl)dibenzofuran